2-azido-6-O-(2,5-dichloro-6-methoxybenzoyl)-2-deoxy-D-glucose N(=[N+]=[N-])[C@@H](C=O)[C@@H](O)[C@H](O)[C@H](O)COC(C1=C(C=CC(=C1OC)Cl)Cl)=O